CC=1C2(C3=CC4=CC=CC=C4C3=CC1)C(=CC=C1C3=CC=CC=C3C=C12)C 2,2'-dimethyl-spirobifluorene